9-bromo-6-fluoro-2,3,4,5-tetrahydro-1,4-benzoxazepine BrC1=CC=C(C=2CNCCOC21)F